3-pyridin-2-yl-quinolinone tert-butyl-4-(7-fluoro-3-(prop-1-en-2-yl)-4,5-dihydropyrazolo[1,5-a][1,8]naphthyridin-2-yl)piperidine-1-carboxylate C(C)(C)(C)OC(=O)N1CCC(CC1)C1=NN2C(CCC3=CC(=CN=C23)F)=C1C(=C)C.N1=C(C=CC=C1)C=1C(NC2=CC=CC=C2C1)=O